2-(aminomethyl)-2-(hydroxymethyl)propane-1,3-diol NCC(CO)(CO)CO